ClC=1C=C(C=CC1OC)C1=CN=C2N1C=CN=C2NC2=CC=C(C(=O)N(C)C)C=C2 4-[[3-(3-chloro-4-methoxyphenyl)imidazo[1,2-a]pyrazin-8-yl]amino]-N,N-dimethylbenzamide